[C@H]1(C=CCCC1)[C@@H]([C@]1(N(C([C@H]2[C@@]1(O[C@H](C2)OC)C)=O)C(=O)OC(C)(C)C)C(=O)OC)O 5-(tert-butyl) 6-methyl (2R,3aR,6R,6aS)-6-((S)-((S)-cyclohex-2-en-1-yl)(hydroxy)methyl)-2-methoxy-6a-methyl-4-oxohexahydro-5H-furo[2,3-c]pyrrole-5,6-dicarboxylate